C(C1=CC=CC=C1)N1C2=C(O[C@H](C1=O)COC)C=C(C=C2)NC(=O)NC(C)(C)C (S)-1-(4-benzyl-2-(methoxymethyl)-3-oxo-3,4-dihydro-2H-benzo[b][1,4]oxazin-7-yl)-3-(tert-butyl)urea